N-(((2S,4R)-4-(aminomethyl)pyrrolidin-2-yl)methyl)-4,4''-difluoro-[1,1':3',1''-terphenyl]-5'-carboxamide dihydrochloride Cl.Cl.NC[C@H]1C[C@H](NC1)CNC(=O)C=1C=C(C=C(C1)C1=CC=C(C=C1)F)C1=CC=C(C=C1)F